CCC(C(C(=O)O)N)O DL-BETA-HYDROXYNORVALINE